CN(CCCC(=O)OC[C@]1(O[C@H](C[C@@H]1O)N1C2=NC(=NC(=C2N=C1)N)F)C#C)C(=O)OCC=1OC(OC1C)=O [(2R,3S,5R)-5-(6-amino-2-fluoro-purin-9-yl)-2-ethynyl-3-hydroxy-tetrahydrofuran-2-yl]methyl 4-[methyl-[(5-methyl-2-oxo-1,3-dioxol-4-yl)methoxycarbonyl]amino]butanoate